FC=1C(C2=CC(=CC(=C2C(C1)=O)Br)Br)=O 2-fluoro-5,7-dibromo-1,4-naphthalenedione